2,3-di-(mercaptoethylthiomethyl)-1,4-dithiane SCCSCC1SCCSC1CSCCS